CC1(CC=C(C=C1)C1=CC=CC=C1)S(=O)(=O)N 4-methyl-4-biphenylsulfonamide